2-[({3-amino-7-methyl-5H-pyrrolo[2,3-b]pyrazin-2-yl}formamido)methyl]-6-chloro-1,3-diethyl-1H-1,3-benzodiazol-3-ium NC1=C(N=C2C(=N1)NC=C2C)C(=O)NCC2=[N+](C1=C(N2CC)C=C(C=C1)Cl)CC